CN1N=C(N=C1)C=O 1-methyl-1H-1,2,4-triazole-3-carbaldehyde